6-(3,3-Difluoroazetidin-1-yl)quinoline-4-carboxylic acid methyl ester COC(=O)C1=CC=NC2=CC=C(C=C12)N1CC(C1)(F)F